methyl 2-((2-(((tert-Butoxycarbonyl) (2-(6-methoxy-3-nitropyridin-2-yl) ethyl)-amino) methyl)-4-fluorophenyl) amino)-5-chloronicotinate C(C)(C)(C)OC(=O)N(CCC1=NC(=CC=C1[N+](=O)[O-])OC)CC1=C(C=CC(=C1)F)NC1=C(C(=O)OC)C=C(C=N1)Cl